Tert-butyl 2-(2-chloroethyl)-2,6-diazaspiro[3.5]nonane-6-carboxylate ClCCN1CC2(C1)CN(CCC2)C(=O)OC(C)(C)C